4-{3-[(8-{[(1,1,1,3,3,3-Hexafluoropropan-2-yl)oxy]carbonyl}-1,8-diazaspiro[4.5]decan-1-yl)methyl]-5-(trifluoromethyl)phenyl}-2,2-dimethylbut-3-ynoic acid FC(C(C(F)(F)F)OC(=O)N1CCC2(CCCN2CC=2C=C(C=C(C2)C(F)(F)F)C#CC(C(=O)O)(C)C)CC1)(F)F